3-(4-(4-((2-azaspiro[3.5]non-7-yl)methyl)piperazin-1-yl)-3-fluorophenyl)piperidine-2,6-dione C1NCC12CCC(CC2)CN2CCN(CC2)C2=C(C=C(C=C2)C2C(NC(CC2)=O)=O)F